OC(COC1=CC(=C(C=C1)C1=NC(=NC(=N1)C1=C(C=C(C=C1)C)C)C1=C(C=C(C=C1)C)C)O)COCCCCCCCCCCCC 2-[4-[(2-hydroxy-3-dodecyl-oxy-propyl)oxy]-2-hydroxyphenyl]-4,6-bis(2,4-dimethylphenyl)-1,3,5-triazine